BrC1=CC=C(C=C1)[C@@H]1[C@@H]2CN(C[C@@H]([C@@H](CN2[C@@H]1COC)O)O)C(=O)NC1=CC=C(C=C1)OC1CC1 (3R,4S,8R,9R,10S)-9-(4-bromophenyl)-N-(4-cyclopropoxyphenyl)-3,4-dihydroxy-10-(methoxymethyl)-1,6-diazabicyclo[6.2.0]decane-6-carboxamide